(S)-N-(5-(4-aminothieno[3,2-d]pyrimidin-7-yl)-2-methylpyridin-3-yl)-3-phenylisoxazolidine-2-carboxamide NC=1C2=C(N=CN1)C(=CS2)C=2C=C(C(=NC2)C)NC(=O)N2OCC[C@H]2C2=CC=CC=C2